(1S,2R,3R,5R)-3-(cyclopropyl (5-(4-(2-fluoro-6-methoxypyridin-4-yl)-2-(methoxymethoxy) phenyl) pyrazin-2-yl) amino)-2-fluoro-8-azabicyclo[3.2.1]octane-8-carboxylate C1(CC1)N([C@H]1[C@H]([C@@H]2CC[C@H](C1)N2C(=O)[O-])F)C2=NC=C(N=C2)C2=C(C=C(C=C2)C2=CC(=NC(=C2)OC)F)OCOC